4-(2-((6-(isoxazol-4-yl)-1H-indazol-4-yl)oxy)ethoxy)-N-((5-(trifluoromethyl)-1H-indol-2-yl)methyl)butan-1-amine O1N=CC(=C1)C1=CC(=C2C=NNC2=C1)OCCOCCCCNCC=1NC2=CC=C(C=C2C1)C(F)(F)F